1,3,5-Tri(4-aminophenoxy)benzol NC1=CC=C(OC2=CC(=CC(=C2)OC2=CC=C(C=C2)N)OC2=CC=C(C=C2)N)C=C1